ethyl 4-methyl-6-sulfamoyl-6-azaspiro[2.5]octane-1-carboxylate CC1C2(CC2C(=O)OCC)CCN(C1)S(N)(=O)=O